tert-butyl (S)-1-(aminomethyl)-5-chloro-8-methoxy-3,4-dihydroisoquinoline-2(1H)-carboxylate NC[C@H]1N(CCC2=C(C=CC(=C12)OC)Cl)C(=O)OC(C)(C)C